2-trimethylsiloxy-1,1,1,5,5,5-hexafluoro-2-pentene C[Si](OC(C(F)(F)F)=CCC(F)(F)F)(C)C